[C@@H]1([C@H](O)[C@@H](O)[C@H](O)[C@H](O1)CO)O[C@@H]1CC(=O)OC1 (R)-3-beta-D-glucopyranosyloxybutyrolactone